4-([1,1'-biphenyl]-4-yl)-2-(2-chlorospiro[dibenzo[c,H]thioxanthen-7,9'-fluoren]-4-yl)quinazoline C1(=CC=C(C=C1)C1=NC(=NC2=CC=CC=C12)C1=CC(=CC2=C1C=CC1=C2SC=2C3=C(C=CC2C12C1=CC=CC=C1C=1C=CC=CC21)C=CC=C3)Cl)C3=CC=CC=C3